C1(CC1)C1=NC=NC(=C1C=1N=CC2=C(N1)C(=CN2COCC[Si](C)(C)C)C(=O)C2=CC=C(C=C2)C=2N(C=C(N2)C(F)(F)F)C)OC (2-(4-cyclopropyl-6-methoxypyrimidin-5-yl)-5-((2-(trimethylsilyl)ethoxy)methyl)-5H-pyrrolo[3,2-d]pyrimidin-7-yl)(4-(1-methyl-4-(trifluoromethyl)-1H-imidazol-2-yl)phenyl)methanone